ethyl orthosilicate isopropyl-orthosilicate C(C)(C)O[Si](O)(O)O.[Si](OCC)(O)(O)O